C(#N)C1=CC=C(CNC(=O)C2=NN(C=3C(N(CCC32)CC3(CC3)S(=O)(=O)N3C[C@H](CC3)O)=O)C)C=C1 (S)-N-(4-Cyanobenzyl)-6-((1-((3-hydroxypyrrolidin-1-yl)sulfonyl)cyclopropyl)methyl)-1-methyl-7-oxo-4,5,6,7-tetrahydro-1H-pyrazolo[3,4-c]pyridine-3-carboxamide